(2,4-pentanedionyl)lithium C(C(CC(C)=O)=O)[Li]